1,2-dithiepane S1SCCCCC1